N1=C(N=CC=C1)C1(CC1)NC(=O)[C@@H]1CN(CC[C@@H]1NC(=O)C1=NOC(=C1)C1=C(C=C(C=C1)F)F)CC1CC1 |r| rac-(3R*,4S)-1-cyclopropylmethyl-4-{[5-(2,4-difluoro-phenyl)-isoxazole-3-carbonyl]-amino}-piperidine-3-carboxylic acid (1-pyrimidin-2-yl-cyclopropyl)-amide